benzyl ((2R,3S)-2-ethoxy-5-oxotetrahydrofuran-3-yl)carbamate C(C)O[C@@H]1OC(C[C@@H]1NC(OCC1=CC=CC=C1)=O)=O